FC=1C=C(C=C(C1C=1N=C2N(C=CC(=C2)C)C1C[C@H]1CN(CCO1)C(=O)OC)F)N1N=C(C=C1)C(=O)O (S)-1-(3,5-difluoro-4-(3-((4-(methoxycarbonyl)morpholin-2-yl)methyl)-7-methylimidazo[1,2-a]pyridin-2-yl)phenyl)-1H-pyrazole-3-carboxylic acid